NCC1CCC(CC1)C(=O)NCCC=1SC=CC1 4-(aminomethyl)-N-(2-(thiophen-2-yl)ethyl)cyclohexanecarboxamide